2-(2,5-dimethoxypyridin-4-yl)ethan-1-amine COC1=NC=C(C(=C1)CCN)OC